FC(C=1C=C(C=CC1)N1C=CC2=CC=C(C=C12)N)(F)F 1-(3-(trifluoromethyl)phenyl)-1H-indol-6-amine